CN(C=1C=C(C=C2C(=C(NC12)C)C(C)=O)C=1C=NC=CC1)C 1-(7-(dimethylamino)-2-methyl-5-(pyridin-3-yl)-1H-indol-3-yl)ethan-1-one